5-methylenedioxy-1,2-phenylenediamine Dihydrochloride Cl.Cl.C1OC=2C=CC(=C(C2O1)N)N